C(=O)C=1C=CC(=NC1OC)OCCN(C(OC(C)(C)C)=O)C tert-butyl (2-((5-formyl-6-methoxypyridin-2-yl)oxy)ethyl)(methyl)carbamate